C1(CC1)C1=NN(C=N1)C1CC2(CN(C2)C(=O)N2CC(C2)OC2=CC(=C(C=C2)F)C2CC2)C1 (6-(3-cyclopropyl-1H-1,2,4-triazol-1-yl)-2-azaspiro[3.3]heptan-2-yl)(3-(3-cyclopropyl-4-fluorophenoxy)azetidin-1-yl)methanone